benzyl ((S)-1-((S)-3-(3-(N-hydroxycarbamimidoyl)phenyl)-2-((4-methylphenyl)sulfonamido)propanoyl)piperidin-3-yl)carbamate ONC(=N)C=1C=C(C=CC1)C[C@@H](C(=O)N1C[C@H](CCC1)NC(OCC1=CC=CC=C1)=O)NS(=O)(=O)C1=CC=C(C=C1)C